C(C)(C)(C)OC(=O)NC1(C(C1)C=C)C(=O)OCC Ethyl 1-(tert-butoxycarbonylamino)-2-vinyl-cyclopropanecarboxylate